N1-[2-(benzyloxy)ethyl]-N3-(4-bromo-3-methyl-2-nitrophenyl)-N1-methylpropane-1,3-diamine C(C1=CC=CC=C1)OCCN(CCCNC1=C(C(=C(C=C1)Br)C)[N+](=O)[O-])C